S1C(=NN=C1)C#CCN1C2=C(CCC(C1=O)C1=C(C=C(C=C1)C(F)(F)F)C(F)(F)F)C=C(C=C2)F 1-(3-(1,3,4-Thiadiazol-2-yl)prop-2-ynyl)-3-(2,4-bis(trifluoromethyl)phenyl)-7-fluoro-4,5-dihydro-1H-benzo[b]azepine-2(3H)-one